4-oxo-10-oxa-3-aza-tricyclo[5.2.1.0*1,5*]dec-8-ene-6-carboxylic acid O=C1NCC23C1C(C(C=C2)O3)C(=O)O